5-(1,4-oxazepan-4-yl)pyrazolo[1,5-a]Pyrimidine-3-carboxamide O1CCN(CCC1)C1=NC=2N(C=C1)N=CC2C(=O)N